2-(3-(2-(But-2-yn-1-yloxy)ethoxy)-4-((4-(4-(trifluoromethyl)benzyl)piperazin-1-yl)methyl)phenoxy)-2-methylpropanoic acid C(C#CC)OCCOC=1C=C(OC(C(=O)O)(C)C)C=CC1CN1CCN(CC1)CC1=CC=C(C=C1)C(F)(F)F